2,5-dimethyl-2,5-di(2-ethyl-hexanoyl-peroxy)hexane CC(C)(CCC(C)(OOC(C(CCCC)CC)=O)C)OOC(C(CCCC)CC)=O